BrC1=C(C=2N(C=C1)C(=NN2)C)C 7-Bromo-3,8-dimethyl[1,2,4]triazolo[4,3-a]pyridine